butyl 4-(5-amino-3-methylisoxazol-4-yl)-3,6-dihydropyridine-1(2H)-carboxylate NC1=C(C(=NO1)C)C=1CCN(CC1)C(=O)OCCCC